hexahydro-3a,8,8-trimethyl-alpha-(2-methylpropyl)-4,6-methano-1,3,2-benzodioxaborolane-2-methylamine 2,2,2-trifluoroacetate FC(C(=O)O)(F)F.CC12C(OB(O1)C(N)CC(C)C)CC1CC2C1(C)C